4-fluoro-spiro[indane-2,4'-piperidine] FC1=C2CC3(CCNCC3)CC2=CC=C1